C(C)(C)(C)OC(=O)NCC1=CC(=C(C(=C1)C)NC(=O)C1=CC2=C(OCCC3=C2SC=C3)C=C1C=1C(=NC(=CC1)C(NC1CNC(C1)=O)=O)C(=O)OC)C methyl 3-(9-((4-(((tert-butoxycarbonyl)amino)methyl)-2,6-dimethylphenyl)carbamoyl)-4,5-dihydrobenzo[b]thieno[2,3-d]oxepin-8-yl)-6-((5-oxopyrrolidin-3-yl)carbamoyl)picolinate